tert-butyl 1-((7-ethoxy-4-(1-methyl-3-phenyl-1H-pyrazol-4-yl)pyrido[3,2-d]pyrimidin-6-yl)carbamoyl)-3-azabicyclo[3.1.0]hexane-3-carboxylate C(C)OC1=CC=2N=CN=C(C2N=C1NC(=O)C12CN(CC2C1)C(=O)OC(C)(C)C)C=1C(=NN(C1)C)C1=CC=CC=C1